C1(CC1)C1=NN(C=N1)C1CC2(CN(C2)C(=O)N2CC3(C2)CC(C3)CC3=NC=C(N=C3)C(F)(F)F)C1 [6-(3-cyclopropyl-1,2,4-triazol-1-yl)-2-azaspiro[3.3]heptan-2-yl]-[6-[[5-(trifluoromethyl)pyrazin-2-yl]methyl]-2-azaspiro[3.3]heptan-2-yl]methanone